N[C@@H](C(=O)O)[C@@H](C(=O)O)O (2R,3S)-2-AMINO-3-HYDROXY-SUCCINIC ACID